2-bromo-3-fluorophenol BrC1=C(C=CC=C1F)O